COC(C(C1=CC(=CC=C1)C)=[N+]=[N-])=O 2-diazo-2-(3-methyl-phenyl)-acetic acid methyl ester